5-((3-(1H-pyrazol-3-yl)phenyl)thio)-6-fluoro-4-(((4-methoxybenzyl)oxy)methyl)-1-tosyl-1H-indole N1N=C(C=C1)C=1C=C(C=CC1)SC=1C(=C2C=CN(C2=CC1F)S(=O)(=O)C1=CC=C(C)C=C1)COCC1=CC=C(C=C1)OC